BrC=1C=C(C=C(C1)Br)CCO 2-(3,5-dibromophenyl)ethan-1-ol